(S)-4-hydroxy-N-(7-(3-hydroxy-3-methylbut-1-yn-1-yl)-5-methyl-4-oxo-2,3,4,5-tetrahydrobenzo[b][1,4]oxazepin-3-yl)pyridineamide OC1=CC(=NC=C1)C(=O)N[C@@H]1C(N(C2=C(OC1)C=CC(=C2)C#CC(C)(C)O)C)=O